FC=1C=2CCCC2C(=C2CCCC12)NC(=O)NS(=O)(=O)C1=CC=2CN3CCC(C2O1)CC3 N-((8-fluoro-1,2,3,5,6,7-hexahydro-s-indacen-4-yl)carbamoyl)-4,6,7,8-tetrahydro-5,8-ethanofuro[3,2-c]azepine-2-sulfonamide